BrC=1C=C(C=NC1F)N 5-bromo-6-fluoropyridin-3-amine